C(CCCCCCCCCCCCCCC)OCCCCCCCCCCCCCCCC hexadecyl (cetyl) ether